5-(4-aminocyclohexoxy)-7-morpholino-1,6-naphthyridin-3-ol NC1CCC(CC1)OC1=C2C=C(C=NC2=CC(=N1)N1CCOCC1)O